2-(4-cyanophenyl)ethoxyphosphonic acid C(#N)C1=CC=C(C=C1)CCOP(O)(O)=O